CC1(NC(CC(C1)N1C=NC=2C1=NC=CN2)(C)C)C 1-(2,2,6,6-tetramethylpiperidin-4-yl)-1H-imidazo[4,5-b]pyrazin